C1(CCCCC1)N1CC(C1)C(=O)NC=1C=NC(=C(C1)[N+](=O)[O-])C 1-cyclohexyl-N-(6-methyl-5-nitropyridin-3-yl)azetidine-3-carboxamide